2-heptadecyl-N-carboxymethyl-N-hydroxyethyl-imidazolinium C(CCCCCCCCCCCCCCCC)C=1[N+](CCN1)(CCO)CC(=O)O